C(C)(C)(C)OC(=O)N1C[C@H](CC1)OC1=C(C=C(C(=O)N2CCC(CC2)OC=2C=C(C=CC2F)N2CCN(CC2)C(=O)OC(C)(C)C)C=C1)[C@@H]1CC[C@H](CC1)C(C)(C)C trans-tert-butyl (S)-4-(3-((1-(4-((1-(tert-butoxycarbonyl)pyrrolidin-3-yl)oxy)-3-(4-(tert-butyl)cyclohexyl)benzoyl)piperidin-4-yl)oxy)-4-fluorophenyl)piperazine-1-carboxylate